7,8-dimethyl-N-[5-(2-methylpropyl)-1,3,4-thiadiazol-2-yl]-4-oxochromene-2-carboxamide CC1=CC=C2C(C=C(OC2=C1C)C(=O)NC=1SC(=NN1)CC(C)C)=O